methyl 3-((tert-butyldimethylsilyl) oxy)-1-methylcyclobutane-1-carboxylate [Si](C)(C)(C(C)(C)C)OC1CC(C1)(C(=O)OC)C